FC=1C=C(C=CC1)C#CC=1C=CC(=NC1)C1=NOC(=N1)C1N(C[C@@H](C1)O)C(=O)OC(C)(C)C (4R)-tert-butyl 2-(3-(5-((3-fluorophenyl)ethynyl)pyridin-2-yl)-1,2,4-oxadiazol-5-yl)-4-hydroxypyrrolidine-1-carboxylate